C1(CC1)C1=C(C=C(C=C1)NC(=O)N1C2CC(CC1C2)C)C2=NN(C=C2)C cis-N-(4-cyclopropyl-3-(1-methyl-1H-pyrazol-3-yl)phenyl)-3-methyl-6-azabicyclo[3.1.1]heptane-6-carboxamide